NC[C@]1([C@H]([C@@H](N([C@H]1CC(CC)(C)CC)CC)C(=O)NC1=C(C=C(C(=O)OC)C=C1)OC)C1=CC(=CC=C1)Cl)C1=C(C=C(C=C1)Cl)F methyl 4-((2R,3R,4S,5S)-4-(aminomethyl)-4-(4-chloro-2-fluorophenyl)-3-(3-chlorophenyl)-1-ethyl-5-(2-ethyl-2-methylbutyl) pyrrolidine-2-carboxamido)-3-methoxybenzoate